ClC=1C=CC(=C(C1)C1=NN2C(=NC=3C=CC=CC3C2=N1)N[C@@H]1C(NCCCC1)=O)OC(F)(F)F (3S)-3-({2-[5-chloro-2-(trifluoromethoxy)phenyl][1,2,4]triazolo[1,5-c]quinazolin-5-yl}amino)azepan-2-one